(4-fluoro-6-(isoxazol-3-ylmethoxy)-1H-indol-2-yl)methanamine hydrochloride Cl.FC1=C2C=C(NC2=CC(=C1)OCC1=NOC=C1)CN